4-(furan-2-yl)-2-(methylsulfonyl)-6-((3-(trifluoromethyl)benzyl)amino)pyrimidine-5-carbonitrile O1C(=CC=C1)C1=NC(=NC(=C1C#N)NCC1=CC(=CC=C1)C(F)(F)F)S(=O)(=O)C